ClC=1C=CC=C2[C@H](CCOC12)NC(NC=1N=C(SC1)C1=NN(C=C1)CC(C)NC(OC(C)(C)C)=O)=O tert-butyl (1-(3-(4-(3-((S)-8-chlorochroman-4-yl)ureido)thiazol-2-yl)-1H-pyrazol-1-yl)propan-2-yl)carbamate